ClC1=C(C=NC=C1O)C=O 4-CHLORO-5-HYDROXY-PYRIDINE-3-CARBALDEHYDE